[Pt](Cl)Cl platinum(II) dichloride